SCCC(=O)NCCN1CCC(CC1)[C@@H](C)N1C(=C(C2=CC=CC=C12)C(=O)NCC=1C(NC(=CC1OC)C)=O)C (R)-1-(1-(1-(2-(3-mercaptopropanamido)ethyl)piperidin-4-yl)ethyl)-N-((4-methoxy-6-methyl-2-oxo-1,2-dihydropyridin-3-yl)methyl)-2-methyl-1H-indole-3-carboxamide